tert-butyl cis-5,5-difluoro-octahydrocyclopenta[c]pyrrole-2-carboxylate FC1(C[C@@H]2[C@@H](CN(C2)C(=O)OC(C)(C)C)C1)F